(3-(3-methyl-2-oxoimidazolin-1-yl)piperidin-1-yl)-4-((4-(4-methylpiperidin-4-yl)phenyl)amino)pyrimidine-5-carboxamide CN1C(N(CC1)C1CN(CCC1)C1=NC=C(C(=N1)NC1=CC=C(C=C1)C1(CCNCC1)C)C(=O)N)=O